C1(=CC=CC=C1)N1C(=NC2=C1C=CC=C2)C=2C(=C(C#N)C(=C(C2N2C1=C(C3=CC=CC=C23)C=CC=N1)N1C2=C(C3=CC=CC=C13)C=CC=N2)N2C1=C(C3=CC=CC=C23)C=CC=N1)N1C2=C(C3=CC=CC=C13)C=CC=N2 3-(1-phenyl-1H-benzo[d]imidazol-2-yl)-2,4,5,6-tetrakis(9H-pyrido[2,3-b]indol-9-yl)benzonitrile